(±)-2-Ethoxy-2,3-dihydro-3,3-dimethyl-5-benzofuranol methanesulfonate CCOC1C(C2=C(O1)C=CC(=C2)OS(=O)(=O)C)(C)C